OC1=CC=C(C=C1)N(C(=O)C1=C(N(C(=C1)C1=C(C=CC=C1)C(=O)N1CC2=CC=CC=C2C[C@H]1CN1CCOCC1)C)C)CC1=C(C(=CC=C1)OC)C N-(4-hydroxyphenyl)-N-(3-methoxy-2-methylbenzyl)-1,2-dimethyl-5-(2-{[(3S)-3-(morpholin-4-ylmethyl)-3,4-dihydroisoquinolin-2(1H)-yl]carbonyl}phenyl)-1H-pyrrole-3-carboxamide